methyl 3-hydroxy-4,6-dibromopyridine-2-carboxylate OC=1C(=NC(=CC1Br)Br)C(=O)OC